3,7,9-triazabicyclo[3.3.1]nonane-3,9-dicarboxylate C12CN(CC(CNC1)N2C(=O)[O-])C(=O)[O-]